CN[C@H](C(=O)O)C1OC(CC1C)CC (2S)-N-methyl-2-[tetrahydro-5-ethyl-3-methyl-2-furanyl]glycine